COC1=C(C=CC(=C1)C(=O)O)C1=CC=CC=C1 methoxybiphenyl-4-carboxylic acid